(((S)-2-((2r,5S)-5-(1,3-dioxoisoindolin-2-yl)-1,3-dioxan-2-yl)-2-hydroxyethyl)amino)-2-fluorobenzonitrile O=C1N(C(C2=CC=CC=C12)=O)C1COC(OC1)[C@H](CNC=1C(=C(C#N)C=CC1)F)O